5-((1S,5R)-1-(1H-1,2,4-triazol-3-yl)-5-(trifluoromethyl)-3-azabicyclo[3.1.0]hexan-3-yl)quinoline-8-carbonitrile N1N=C(N=C1)[C@@]12CN(C[C@]2(C1)C(F)(F)F)C1=C2C=CC=NC2=C(C=C1)C#N